(S)-1-(1-acryloylpyrrolidin-3-yl)-3-((1-ethyl-6-fluoro-1H-benzo[d]imidazol-5-yl)ethynyl)-5-(methylamino)-1H-pyrazole-4-carboxamide C(C=C)(=O)N1C[C@H](CC1)N1N=C(C(=C1NC)C(=O)N)C#CC1=CC2=C(N(C=N2)CC)C=C1F